acrylic acid disulfide C(C1CS1)(=[O+][S-])O